benzyl N-[2-(azetidin-3-yloxy)ethyl]carbamate N1CC(C1)OCCNC(OCC1=CC=CC=C1)=O